3-Methylsalicylic acid CC1=C(C(C(=O)O)=CC=C1)O